n-tetracosyl ketone C(CCCCCCCCCCCCCCCCCCCCCCC)C(=O)CCCCCCCCCCCCCCCCCCCCCCCC